4-isobutyl-2-methyl-6-(4-(pyridazin-3-ylmethyl)piperazin-1-yl)benzonitrile C(C(C)C)C1=CC(=C(C#N)C(=C1)N1CCN(CC1)CC=1N=NC=CC1)C